6-bromo-1-(4-(trifluoromethyl)benzyl)-1H-pyrrolo[3,2-b]pyridine BrC=1C=C2C(=NC1)C=CN2CC2=CC=C(C=C2)C(F)(F)F